O=S1(OC[C@@H](N1C(=O)OC(C)(C)C)C(=O)OCC1=CC=CC=C1)=O O4-Benzyl O3-tert-butyl (4R)-2,2-dioxooxathiazolidine-3,4-dicarboxylate